2-(4-((4-methoxypyridin-2-yl)carbamoyl)phenyl)-9,10-dihydro-4H-benzo[d]pyrazolo[1,5-a][1,3]diazepine-3-carboxamide COC1=CC(=NC=C1)NC(=O)C1=CC=C(C=C1)C1=NN2C(NC3=C(CC2)C=CC=C3)=C1C(=O)N